CC1=CC=C(C=C1)S(=O)(=O)[O-].[Zn+2].CC1=CC=C(C=C1)S(=O)(=O)[O-] Zinc p-toluenesulfonate